3-(4-cyclobutoxy-2,3-difluorophenoxy)-N-{3-[imino(methyl)oxo-λ6-sulfanyl]phenyl}-5-methyl-6-(trifluoromethyl)pyridazine-4-carboxamide C1(CCC1)OC1=C(C(=C(OC=2N=NC(=C(C2C(=O)NC2=CC(=CC=C2)S(=O)(C)=N)C)C(F)(F)F)C=C1)F)F